hypoiodous acid, hydrobromide Br.IO